(2-(3-cyclopropylmethoxy-4-methoxyphenyl)-2-hydroxyethyl)-2,6-dimethylpyridin-4(1H)-one C1(CC1)COC=1C=C(C=CC1OC)C(CN1C(=CC(C=C1C)=O)C)O